4-(2-aminoethyl)-N-ethylaniline NCCC1=CC=C(NCC)C=C1